N[C@@H](CC#N)CC1=C(C=2N=NC=C(C2S1)NCC=1SC=CC1)C (3S)-3-amino-4-(7-methyl-4-{[(thiophen-2-yl)methyl]amino}thieno[3,2-c]pyridazin-6-yl)butanenitrile